8-(1-aminoethyl)-2-ethylsulfanyl-6-fluoro-chromen-4-one NC(C)C=1C=C(C=C2C(C=C(OC12)SCC)=O)F